C1(CC1)C(=O)NC1=CC(=C(N=N1)C(=O)NC([2H])([2H])[2H])NC1=C(C(=CC=C1)C1=NN(C=N1)C1CC1)OC 6-(Cyclopropanecarboxamido)-4-((3-(1-cyclopropyl-1H-1,2,4-triazol-3-yl)-2-methoxyphenyl)amino)-N-(methyl-d3)pyridazine-3-carboxamide